5-((3-(2-(benzo[b]thiophen-3-yl)ethyl)-3-(ethoxymethyl)pyrrolidin-1-yl)methyl)-2-methylpyridine S1C2=C(C(=C1)CCC1(CN(CC1)CC=1C=CC(=NC1)C)COCC)C=CC=C2